C(C)(C)(C)OC(=O)N(CC(=O)O)CCOC(C(C)N(CCOC)C(=O)OC(C)(C)C)=O 2-[tert-butoxycarbonyl-[2-[2-[tert-butoxycarbonyl(2-methoxyethyl)amino]propanoyloxy]ethyl]amino]acetic acid